C(C)N(CCCOC1=C(C=C2C(=CC=NC2=C1)OC1=C(C=C(C=C1)NC(=O)[C@]1([C@@H](C1)C)C(=O)NC1=CC=C(C=C1)F)F)OC)CC (1R,2R)-N-(4-{[7-{[3-(diethylamino)propyl]oxy}-6-(methyloxy)quinolin-4-yl]oxy}-3-fluorophenyl)-N'-(4-fluorophenyl)-2-methylcyclopropane-1,1-dicarboxamide